(2R,3S,4R,5R)-4-[[3-[3-(Difluoromethyl)-4-fluoro-2-methoxy-phenyl]-4,5-dimethyl-5-(trifluoromethyl)tetrahydrofuran-2-carbonyl]amino]pyridin-2-carboxamid FC(C=1C(=C(C=CC1F)[C@H]1[C@@H](O[C@]([C@@H]1C)(C(F)(F)F)C)C(=O)NC1=CC(=NC=C1)C(=O)N)OC)F